NC[C@@]1([C@@H]2CCN(C[C@H]12)C1=CN=C2C(=N1)NN=C2C2=C1C=CNC(C1=CC=C2)=O)C2=C(C=CC=C2)F 5-(6-((1S,6R,7R)-7-(aminomethyl)-7-(2-fluorophenyl)-3-azabicyclo[4.1.0]heptan-3-yl)-1H-pyrazolo[3,4-b]pyrazin-3-yl)isoquinolin-1(2H)-one